(R)-1'-(5-Amino-1-(4-fluoro-2-methoxyphenyl)-1H-pyrazole-4-carbonyl)-6-chloro-5-fluorospiro[benzo[d][1,3]oxazine-4,3'-piperidin]-2(1H)-one NC1=C(C=NN1C1=C(C=C(C=C1)F)OC)C(=O)N1C[C@@]2(CCC1)C1=C(NC(O2)=O)C=CC(=C1F)Cl